C(C)(C)(C)OC(C1=CC(=C(C(=C1)[N+](=O)[O-])Cl)OC[C@H](COC1=C(C(=CC(=C1)C(=O)OCC)[N+](=O)[O-])Cl)O)=O (S)-4-chloro-3-(3-(2-chloro-5-(ethoxycarbonyl)-3-nitrophenoxy)-2-hydroxypropoxy)-5-nitrobenzoic acid tert-butyl ester